methyl-2-acetoxy(4-fluorobenzene) methacrylate C(C(=C)C)(=O)O.CC1=C(C=C(C=C1)F)OC(C)=O